ClC1=CC=2NC(=CC2S1)C(=O)N(C)[C@H]1COCC=2NC(C=3C=C(C=CC3C21)F)=O (R)-2-chloro-N-(8-fluoro-6-oxo-1,4,5,6-tetrahydro-2H-pyrano[3,4-c]isoquinolin-1-yl)-N-methyl-4H-thieno[3,2-b]pyrrole-5-carboxamide